tert-butyl (2S,4R)-4-[(tert-butyldiphenylsilyl)oxy]-2-carbamothioylpyrrolidine-1-carboxylate [Si](C1=CC=CC=C1)(C1=CC=CC=C1)(C(C)(C)C)O[C@@H]1C[C@H](N(C1)C(=O)OC(C)(C)C)C(N)=S